C(=O)C1=CC(=C(C=C1)N1CCN(CCN(CCN(CC1)CC(=O)O)CC(=O)O)CC(=O)O)[N+](=O)[O-] 2,2',2''-(10-(4-formyl-2-nitrophenyl)-1,4,7,10-tetraazacyclododecane-1,4,7-triyl)triacetic Acid